5-methyldiethoxysilylnorbornane C[Si](C1C2CCC(C1)C2)(OCC)OCC